4-[(4-methyl-2-oxo-chromen-7-yl)oxymethyl]benzoic acid [2-oxo-2-(2-pyridylmethylcarbamoylamino) ethyl] ester O=C(COC(C1=CC=C(C=C1)COC1=CC=C2C(=CC(OC2=C1)=O)C)=O)NC(NCC1=NC=CC=C1)=O